OC1=C(C=CC(=C1)C)CCCCCCCCCCCC(=NO)CCCCCCCCCCCC1=C(C=C(C=C1)C)O 2-hydroxy-4-methylphenylundecyl ketoxime